tert-butyl peroxyisobutyrate (tert-butyl peroxyisobutyrate) C(C)(C)(C)C(C(=O)OO)(C)C.C(C(C)C)(=O)OOC(C)(C)C